C(C(C)C)C=1SC(=C(N1)C1=CC=C(C=C1)CN1C(=NC=C1)C(C)C)S(=O)(=O)NC(OC)=O methyl ((2-isobutyl-4-(4-((2-isopropyl-1H-imidazol-1-yl) methyl) phenyl)thiazol-5-yl) sulfonyl)carbamate